2-(4-(4-(6-chloropyridazin-4-yl)phenyl)piperazin-1-yl)acetamide ClC1=CC(=CN=N1)C1=CC=C(C=C1)N1CCN(CC1)CC(=O)N